FC(OC1=C(C=C(NC=2C3=C(N=CN2)C=CC(=N3)O[C@@H]3CN(CC3)C(C=C)=O)C=C1)F)F 1-[(3S)-3-[4-[4-(difluoromethoxy)-3-fluoro-anilino]pyrido[3,2-d]pyrimidin-6-yl]oxypyrrolidin-1-yl]prop-2-en-1-one